tert-butyl (5S,5aS,6R,9S)-2-chloro-12-(ethylthio)-1,6,9-trifluoro-5-methyl-4,5,5a,6,7,8,9,10-octahydro-3,10a,11,13,14-pentaaza-6,9-methanonaphtho[1,8-ab]heptalene-14-carboxylate ClC=1C(=C2N=C(N=C3C2=C(C[C@@H]([C@H]2[C@@]4(CC[C@](CN32)(N4C(=O)OC(C)(C)C)F)F)C)N1)SCC)F